(R,R)-α-L-rhamnopyranosyl-β-hydroxydodec-5-enoyl-β-hydroxydecanoate [C@@H]1([C@H](O)[C@H](O)[C@@H](O)[C@@H](O1)C)[C@](C(=O)[O-])([C@@H](CCCCCCC)O)C(C(CCC=CCCCCCC)O)=O